N1(C=NC=C1)C=1C=C(C=CC1)NC1=CC(=NC=C1)NC1=C(C=C(C=C1)N1CCN(CC1)C)OC N4-(3-(1H-Imidazol-1-yl)phenyl)-N2-(2-methoxy-4-(4-methylpiperazin-1-yl)phenyl)pyridine-2,4-diamine